(S)-N-(1-(2-chloro-3-methoxyphenyl)-1,4,5,7-tetrahydropyrano[3,4-c]pyrazol-4-yl)-5,6,7,8-tetrahydroimidazo[1,5-a]pyridine-3-carboxamide ClC1=C(C=CC=C1OC)N1N=CC2=C1COC[C@H]2NC(=O)C2=NC=C1N2CCCC1